OCCC1=C(C=CC(=C1)N)N 2-(2-Hydroxyethyl)-p-phenylendiamin